2-((Ethyl-(cyclopropyl)amino)methyl)-4-nitrophenol C(C)N(C1CC1)CC1=C(C=CC(=C1)[N+](=O)[O-])O